N-((6S,7S)-6-([1,1'-biphenyl]-3-ylmethyl)-5-((R)-oxetane-2-carbonyl)-5-azaspiro[2.4]heptan-7-yl)-2,2,2-trifluoroacetamide C1(=CC(=CC=C1)C[C@@H]1N(CC2(CC2)[C@@H]1NC(C(F)(F)F)=O)C(=O)[C@@H]1OCC1)C1=CC=CC=C1